indolizino[1,2-h]quinoline N1=CC=CC=2C=CC=3C(C12)=CN1C=CC=CC13